C(C(C)C)C1(C=CC=C1)CCO[Ti-2](OCC)OCC (isobutyl-cyclopentadienyl)triethoxytitanium (i)